COC(C1=CC(=C(C=C1)Cl)Cl)=O 3,4-dichlorobenzoic acid methyl ester